BrC1=CC(=C(C(=C1)S(=O)C=C)CO)F (4-bromo-2-fluoro-6-(vinylsulfinyl)phenyl)methanol